4-(5-(3,5-dichlorophenyl)-5-(trifluoromethyl)-4,5-dihydroisoxazol-3-yl)-2-methyl-N-(1-methyl-5-(trifluoromethyl)-1H-1,2,4-triazol-3-yl)benzamide ClC=1C=C(C=C(C1)Cl)C1(CC(=NO1)C1=CC(=C(C(=O)NC2=NN(C(=N2)C(F)(F)F)C)C=C1)C)C(F)(F)F